N,N-dimethylpiperazine CN1CCN(CC1)C